FC(C(=O)OCCCCC)C(=O)[O-] pentyl fluoromalonate